anthracenyl-ammonia C1(=CC=CC2=CC3=CC=CC=C3C=C12)N